Phenylazobenzoic acid lithium salt [Li+].C1(=CC=CC=C1)N=NC1=C(C(=O)[O-])C=CC=C1